O=C1NC(CCC1C1=NN(C2=CC(=CC=C12)N[C@H]1[C@@H](CN(CC1)C(=O)OC(C)(C)C)C)C)=O tert-butyl (3R,4R)-4-[[3-(2,6-dioxo-3-piperidinyl)-1-methyl-indazol-6-yl] amino]-3-methyl-piperidine-1-carboxylate